6-Fluoro-8-(6-fluoro-1-methylsulfonylindol-4-yl)-1,9-dimethylspiro[5H-pyrazolo[4,3-c]chinolin-4,1-cyclobutan] FC1=CC(=C(C=2C3=C(C=NN3C)C3(CCC3)NC12)C)C1=C2C=CN(C2=CC(=C1)F)S(=O)(=O)C